C(C)(C)(C)NP(OCC)(=O)C1=CC=C(C=C1)C1=NOC(=N1)C(F)(F)Cl ethyl N-(tert-butyl)-P-(4-(5-(chlorodifluoromethyl)-1,2,4-oxadiazol-3-yl)phenyl)phosphonamidate